3-(5-methyl-2-propan-2-ylcyclohexyl)oxypropane-1,2-diol CC1CCC(C(C1)OCC(CO)O)C(C)C